4-chloro-6-methoxy-7-((4-methoxybenzyl)oxy)quinoline ClC1=CC=NC2=CC(=C(C=C12)OC)OCC1=CC=C(C=C1)OC